tert-butyl 4-(3-(4-acetylpiperazin-1-yl)-4-cyano-6-(naphthalen-1-yl)-5,6,7,8-tetrahydro-2,6-naphthyridin-1-yl)piperazine-1-carboxylate C(C)(=O)N1CCN(CC1)C=1N=C(C=2CCN(CC2C1C#N)C1=CC=CC2=CC=CC=C12)N1CCN(CC1)C(=O)OC(C)(C)C